N1=C(C=CC=C1)[C@@H](C)N1C(C=C(C=C1)C1=NN(C=2C1=NC=CC2)C2=CC=C(C=C2)C(F)(F)F)=O (R)-1-(1-(pyridin-2-yl)ethyl)-4-(1-(4-(trifluoromethyl)phenyl)-1H-pyrazolo[4,3-b]pyridin-3-yl)pyridin-2(1H)-one